carbamic acid ammonium salt [NH4+].C(N)([O-])=O